8-chloro-2H-benzo[b][1,4]oxazin-3(4H)-one ClC1=CC=CC2=C1OCC(N2)=O